8-(2,6-Dimethylpyridin-4-yl)-7-(2-fluorophenyl)-[1,2,4]triazolo[4,3-c]pyrimidin-5-amine CC1=NC(=CC(=C1)C=1C=2N(C(=NC1C1=C(C=CC=C1)F)N)C=NN2)C